(3-((6-(2-chlorophenyl)-8,9-dihydroimidazo[1',2':1,6]pyrido[2,3-d]pyrimidin-2-yl)amino)phenyl)methanol ClC1=C(C=CC=C1)C1=CC2=C(N=C(N=C2)NC=2C=C(C=CC2)CO)N2C1=NCC2